ClC=1C(=NC(=CC1)N1N=C(C=C1C1=CC=CC=C1)C)C(=O)NC1=CC=CC=C1 3-chloro-6-(3-methyl-5-phenyl-1H-pyrazol-1-yl)-N-phenyl-picolinamide